hydroxyethyl t-butyl peroxide C(C)(C)(C)OOCCO